C=CC1=CC=CC2=CC=CC=C21 vinylnaphthalene